[(2R,3S,5R)-5-(6-amino-2-fluoro-purin-9-yl)-2-[[tert-butyl (dimethyl) silyl]oxymethyl]-2-ethynyl-tetrahydrofuran-3-yl] (4-nitrophenyl) carbonate C(O[C@@H]1[C@@](O[C@H](C1)N1C2=NC(=NC(=C2N=C1)N)F)(C#C)CO[Si](C)(C)C(C)(C)C)(OC1=CC=C(C=C1)[N+](=O)[O-])=O